2-[4-(difluoromethoxy)benzenesulfonyl]-4H,5H,6H-pyrrolo[3,4-c]pyrazole hydrochloride Cl.FC(OC1=CC=C(C=C1)S(=O)(=O)N1N=C2C(=C1)CNC2)F